2-(4-chloro-3-methylsulfonyl-phenyl)-1-ethyl-4-oxo-6-[[3-(trifluoromethyl)pyrazol-1-yl]methyl]pyridine-3-carboxylic acid ClC1=C(C=C(C=C1)C=1N(C(=CC(C1C(=O)O)=O)CN1N=C(C=C1)C(F)(F)F)CC)S(=O)(=O)C